5-hydroxy-1,2-dihydropyridin-2-one OC=1C=CC(NC1)=O